C(C)(C)(C)OC(=O)N([C@H](C)C1=CC=CC2=CC=CC=C12)C[C@@H]1OC2=CC=CC=C2C(=C1)OC(C1=C(C=CC=C1)C)=O ((R)-2-(((tert-butoxycarbonyl)((R)-1-(naphthalen-1-yl)ethyl)amino)methyl)-2H-chromen-4-yl)-2-methylbenzoate